C(C)OC(=O)C=1C(=NC(=NC1)NC=1C=C2C(OC(C2=CC1)=O)(C)C)NCC(CNC(=O)OC(C)(C)C)(C)C 4-((3-((tert-Butoxycarbonyl)amino)-2,2-dimethylpropyl)amino)-2-((3,3-dimethyl-1-oxo-1,3-dihydroisobenzofuran-5-yl)amino)pyrimidine-5-carboxylic acid ethyl ester